FC1=CC=C(C=C1)\N=C\1/SCC(N1C1=C(C=C(C(=O)OC)C=C1)C)=O Methyl 4-{(2Z)-2-[(4-fluorophenyl)imino]-4-oxo-1,3-thiazolidin-3-yl}-3-methylbenzoate